1,2-thiazetidine 1,1-dioxide S1(NCC1)(=O)=O